3-methoxy-5-hydroxy-4-[(3''R-4''S)-p-menthyl]-trans-stilbene COC=1C=C(C=C(C1C1CC(CCC1C(C)C)C)O)\C=C\C1=CC=CC=C1